N1CC(C1)OC1=NC=C(C2=CC(=NC=C12)Cl)C(C)(C)O 2-(1-(azetidin-3-yloxy)-6-chloro-2,7-naphthyridin-4-yl)propan-2-ol